C(C)N(CC)CCC[Si](OC)(OC)OC N,N-diethyl-aminopropyl-trimethoxysilane